BrC=1C=C2C(=NC=NC2=CC1)N1CCN(CC1)C(=O)C1=C(C=CC=C1)F (4-(6-bromoquinazolin-4-yl)piperazin-1-yl)(2-fluorophenyl)methanone